[Fe].C(CCC)OC(=C)C1=CC(=CC(=C1)OC(C(F)(F)F)(C)C)F 1-(1-Butoxyvinyl)-3-Fluoro-5-((1,1,1-Trifluoro-2-Methylpropan-2-Yl)Oxy)Benzene iron